BrC1=CC=C2C(N(C(C2=C1)=O)CC1=NC=C(C=C1)Cl)(C1=CC=C(C=C1)C(F)(F)F)C(C)(C)C1(CC1)C(C)(C)O 6-bromo-2-[(5-chloropyridin-2-yl)methyl]-3-{2-[1-(2-hydroxypropan-2-yl)cyclopropyl]propan-2-yl}-3-[4-(trifluoromethyl)phenyl]-2,3-dihydro-1H-isoindol-1-one